C(#N)CC(=O)NC1CCOCC1 2-cyano-N-(tetrahydro-2H-pyran-4-yl)acetamide